7-((4-(1H-Pyrazol-1-yl)phenyl)(pyridin-2-ylamino)methyl)-2-methylquinolin-8-ol N1(N=CC=C1)C1=CC=C(C=C1)C(C1=CC=C2C=CC(=NC2=C1O)C)NC1=NC=CC=C1